FC(C)(F)C1=CC=C(C=C1)B(O)O (4-(1,1-difluoroethyl)phenyl)boronic acid